benzyl 4-((tert-butyldimethylsilyl)oxy)piperidine-1-carboxylate [Si](C)(C)(C(C)(C)C)OC1CCN(CC1)C(=O)OCC1=CC=CC=C1